(S)-2-amino-2-cycloheptyl-N-(5-(1,3,5-trimethyl-1H-pyrazol-4-yl)pyridin-2-yl)acetamide N[C@H](C(=O)NC1=NC=C(C=C1)C=1C(=NN(C1C)C)C)C1CCCCCC1